C(=O)(O)C1(C2C=CC(C1)C2)CC 5-carboxy-5-ethylbicyclo[2.2.1]Hept-2-ene